C1(CCCCC1)CC(=O)NCC1(OCC1)C1=NC(=CC=C1)OC(F)F 2-cyclohexyl-N-[[2-[6-(difluoromethoxy)-2-pyridyl]oxetan-2-yl]methyl]acetamide